CN1C(=CC2=C(C=CC(=C12)Cl)NC=1C=NC=C(C1)OC)C(=O)O 1-methyl-4-((5-methoxypyridin-3-yl)amino)-7-chloro-indole-2-carboxylic acid